COC=1N=CC=2N=C(NC(C2N1)=O)C 6-Methoxy-2-methylpyrimido[5,4-d]pyrimidin-4(3H)-one